COC(C[C@H]1N(C[C@H](C1)OC1=CC=C(C=C1)C(F)(F)F)C(=O)OCC1=CC=CC=C1)=O benzyl (2S,4S)-2-(2-methoxy-2-oxoethyl)-4-(4-(trifluoromethyl) phenoxy)pyrrolidine-1-carboxylate